6-(perfluoro-1-methylethyl)hexanol FC(C(F)(F)F)(C(F)(F)F)CCCCCCO